C(C)(C)C1=C(C=CC=C1)C(C)(C)OO alpha-(isopropylphenyl)-isopropyl hydroperoxide